2-(3-cyclopropyl)-2-methylpropanamide C1CC1C(C(=O)N)(C)C